CC(C)(C(=O)C1=CC=CC=C1)O 2-Hydroxy-2-methyl-1-phenylpropanone